N-[1-[4-[[5-(4-hydroxy-1-piperidyl)-2-pyridyl]amino]-5-oxo-6H-1,6-naphthyridin-2-yl]-3-piperidyl]acetamide OC1CCN(CC1)C=1C=CC(=NC1)NC1=CC(=NC=2C=CNC(C12)=O)N1CC(CCC1)NC(C)=O